N(=NC(C(=O)NCCO)(C)OC)C(C(=O)NCCO)(C)OC azobis[N-(2-hydroxyethyl)-2-methoxypropanamide]